FC(C=1C=NC=CC1N1C[C@@H](CC1)CN1C[C@@H](C([C@@H](C1)O)O)O)(F)F (3S,4S,5R)-1-(((S)-1-(3-(trifluoromethyl)pyridin-4-yl)pyrrolidin-3-yl)methyl)piperidine-3,4,5-triol